FC=1C=C(C=CC1B1OC(C(O1)(C)C)(C)C)[C@@H]1N(C[C@@H](C1)O)C(=O)OC(C)(C)C tert-butyl (cis)-2-(3-fluoro-4-(4,4,5,5-tetramethyl-1,3,2-dioxaborolan-2-yl)phenyl)-4-hydroxypyrrolidine-1-carboxylate